2-hydroxy-aminophenol OC1=C(C=CC=C1N)O